N1(CCCC1)C1CCN(CC1)C=1C2=C(N=CN1)C=CN=C2 4-(4-(pyrrolidin-1-yl)piperidin-1-yl)pyrido[4,3-d]pyrimidine